N1=C(C(=CC=C1)C(=O)N1[C@@H]2[C@@H](C[C@H](C1)C2)NC2=NC=C(C=C2)C(F)(F)F)C2=NC=CC=C2 [2,2'-bipyridin]-3-yl-((1S,4S,6R)-6-((5-(trifluoromethyl)pyridin-2-yl)amino)-2-azabicyclo[2.2.1]hept-2-yl)methanone